C(#N)[C@H](CC1=C(C=C(C=C1)C=1SC=C(N1)C)F)NC(OC(C)(C)C)=O tert-butyl (S)-(1-cyano-2-(2-fluoro-4-(4-methylthiazol-2-yl)phenyl)ethyl)carbamate